6-[8-methoxy-2-[(1S,5R)-3-methyl-3-azabicyclo[3.1.0]hexan-6-yl]imidazo[1,2-a]pyridin-6-yl]-2,8-dimethyl-imidazo[1,2-b]pyridazine COC=1C=2N(C=C(C1)C=1C=C(C=3N(N1)C=C(N3)C)C)C=C(N2)C2[C@@H]3CN(C[C@H]23)C